FC(OC1=NC(=CC=C1NC(=O)C1(CCC(CC1)C(=O)O)C1=C(C=CC=C1)C(C)C)OC)F (1r,4r)-4-((2-(difluoromethoxy)-6-methoxypyridin-3-yl)carbamoyl)-4-(2-isopropylphenyl)cyclohexane-1-carboxylic acid